BrC=1C=C(C=CC1)C1(CC(C1)OC)C1=NN=CN1C 3-(1-(3-bromophenyl)-3-methoxycyclobutyl)-4-methyl-4H-1,2,4-triazole